N-(3-fluoro-4-(4-((6'-methyl-2,3,5,6,6',7'-hexahydrospiro[pyran-4,5'-pyrrolo[3,4-b]pyridin]-2'-yl)amino)-5-oxo-5,6-dihydro-1,6-naphthyridin-2-yl)phenyl)cyclohexanecarboxamide FC=1C=C(C=CC1C1=NC=2C=CNC(C2C(=C1)NC1=CC=C2C(=N1)CN(C21CCOCC1)C)=O)NC(=O)C1CCCCC1